Tert-butyl (Z)-2-((3-benzyl-5-(2-fluoro-3-nitrophenyl)pyrazin-2-yl)amino)-3-(4-fluorophenyl)acrylate C(C1=CC=CC=C1)C=1C(=NC=C(N1)C1=C(C(=CC=C1)[N+](=O)[O-])F)N\C(\C(=O)OC(C)(C)C)=C/C1=CC=C(C=C1)F